4-chlorobenzyl (S)-(4-(1-(3-methoxy-1-methyl-1H-pyrazole-5-carboxamido)eth-yl)phenyl)carbamate COC1=NN(C(=C1)C(=O)N[C@@H](C)C1=CC=C(C=C1)NC(OCC1=CC=C(C=C1)Cl)=O)C